2,4-dioxoglutaric acid O=C(C(=O)O)CC(C(=O)O)=O